trans-2-hydroxy-N-[4-[6-[(6-methoxy-2-methyl-3,4-dihydro-1H-isoquinolin-7-yl)amino]pyrazolo[3,4-d]pyrimidin-1-yl]cyclohexyl]acetamide OCC(=O)N[C@@H]1CC[C@H](CC1)N1N=CC=2C1=NC(=NC2)NC2=C(C=C1CCN(CC1=C2)C)OC